1-(3-hydroxycyclobutyl)-7-methylsulfanyl-3-[(4S)-8-methyl-1,2,3,4-tetrahydroquinolin-4-yl]-4H-pyrimido[4,5-d]pyrimidin-2-one OC1CC(C1)N1C(N(CC=2C1=NC(=NC2)SC)[C@H]2CCNC1=C(C=CC=C21)C)=O